S(=O)(=O)(O)O.Cl.N[C@@H](CCCN)C(=O)O L-ornithine hydrochloride hydrogensulfate